COC1=NC=CC(=C1)N1CC(C1)CC(=O)OCC ethyl [1-(2-methoxypyridin-4-yl)azetidin-3-yl]acetate